1-(N-piperidylethyl)-3-(2,6-diisopropylphenyl)iminoindole N1(CCCCC1)CCN1CC(C2=CC=CC=C12)=NC1=C(C=CC=C1C(C)C)C(C)C